1-(1-(6,7-Difluoro-3-methyl-4-oxo-3,4-dihydrophthalazin-1-yl)ethyl)-3-(4-fluorophenyl)-1-(3-hydroxypropyl)urea FC=1C=C2C(N(N=C(C2=CC1F)C(C)N(C(=O)NC1=CC=C(C=C1)F)CCCO)C)=O